S-(3-(3,4,5-trimethoxy-phenyl)prop-2-yn-1-yl) ethanethioate C(C)(SCC#CC1=CC(=C(C(=C1)OC)OC)OC)=O